4-methyl-5-[4-(trifluoromethyl)phenyl]oxazole CC=1N=COC1C1=CC=C(C=C1)C(F)(F)F